2-bromo-5-tert-butyl-1-(4-fluoro-2-methoxy-phenoxy)-3-methyl-benzene BrC1=C(C=C(C=C1C)C(C)(C)C)OC1=C(C=C(C=C1)F)OC